C(C)(C)(C)OC(=O)N1CC(C1)(F)COC(=O)N1CCC(CC1)NC1=NC(=NC=2N1N=CC2C(C)C)C 4-((8-isopropyl-2-methylpyrazolo[1,5-a][1,3,5]triazine-4-yl)amino)piperidine-1-carboxylic acid (1-(tert-butyloxycarbonyl)-3-fluoroazetidine-3-yl)methyl ester